3-((5-(aminomethyl)-1-(4,4,4-trifluorobutyl)-1H-benzo[d]imidazol-2-yl)methyl)-5-fluoro-1-(2,2,2-trifluoroethyl)-1,3-dihydro-2H-benzo[d]imidazol-2-one NCC1=CC2=C(N(C(=N2)CN2C(N(C3=C2C=C(C=C3)F)CC(F)(F)F)=O)CCCC(F)(F)F)C=C1